N,N'-diacryloylpiperazine C(C=C)(=O)N1CCN(CC1)C(C=C)=O